NCC1(CCC1)C(=O)OC methyl 1-(aminomethyl)cyclobutanecarboxylate